2-(bis(3-chloro-4-fluorophenyl)methyl)-4-methyl-5-(methylsulfonyl)-1H-imidazole ClC=1C=C(C=CC1F)C(C=1NC(=C(N1)C)S(=O)(=O)C)C1=CC(=C(C=C1)F)Cl